cyclopentadecane-1,5-dione C1(CCCC(CCCCCCCCCC1)=O)=O